3-[(5-bromo-6-fluoro-indazol-1-yl)methyl]pentan-3-ol BrC=1C=C2C=NN(C2=CC1F)CC(CC)(CC)O